Bis(3-methyldimethoxysilyl-propyl)tetrasulfan C[Si](CCCSSSSCCC[Si](C)(OC)OC)(OC)OC